(±)-N-(6,7-Dihydrobenzo[b]pyrrolo[1,2-d][1,4]oxazepin-7-yl)-4-phenoxypicolinamide C1=CC=CC=2OC[C@@H](C=3N(C21)C=CC3)NC(C3=NC=CC(=C3)OC3=CC=CC=C3)=O |r|